(2-(1H-pyrazol-4-yl)-4-(2-(6-(trifluoromethyl)imidazo[1,2-a]pyridin-3-yl)pyrimidin-4-yl)piperazin-1-yl)(4-methyl-1,2,5-oxadiazol-3-yl)methanone N1N=CC(=C1)C1N(CCN(C1)C1=NC(=NC=C1)C1=CN=C2N1C=C(C=C2)C(F)(F)F)C(=O)C2=NON=C2C